N-[(1S)-2-(6-fluoro-2,3-dimethylphenyl)-1-(5-oxo-4H-1,3,4-oxadiazol-2-yl)propyl]-2-oxo-1,3-oxazolidine-3-sulfonamide FC1=CC=C(C(=C1C([C@@H](C=1OC(NN1)=O)NS(=O)(=O)N1C(OCC1)=O)C)C)C